2-dodecyl-2-pentylmalonic acid lithium salt [Li+].C(CCCCCCCCCCC)C(C(=O)[O-])(C(=O)[O-])CCCCC.[Li+]